C(C)(C)(C)SC1=C(N(C2=CC=C(C=C12)C(C)C)CC1=CC=C(C=C1)Cl)CC(=O)O 2-(3-(tert-butylsulfanyl)-1-(4-chlorobenzyl)-5-isopropyl-1H-indol-2-yl)acetic acid